C(CCCCCCCCCCCCCCCCC)(=O)[O-].C(CCCCCCCCCCCCCCCCC)[NH-] N-stearyl-amid stearate